1-phenyl-2,5-di(2-pyridyl)phosphole C1(=CC=CC=C1)P1C(=CC=C1C1=NC=CC=C1)C1=NC=CC=C1